(3R,5S)-3-fluoro-5-(9b-((3-fluorophenyl)sulfonyl)-7-(perfluoropropan-2-yl)-2,3,3a,4,5,9b-hexahydro-1H-pyrrolo[3,2-f]quinoline-3-carbonyl)-1-(2-hydroxy-2-methylpropyl)pyrrolidin-2-one F[C@H]1C(N([C@@H](C1)C(=O)N1CCC2(C=3C=CC(=NC3CCC21)C(C(F)(F)F)(C(F)(F)F)F)S(=O)(=O)C2=CC(=CC=C2)F)CC(C)(C)O)=O